{4-amino-2-[2-chloro-4-(difluoromethoxy)anilino]-1,3-thiazol-5-yl}(phenyl)methanone NC=1N=C(SC1C(=O)C1=CC=CC=C1)NC1=C(C=C(C=C1)OC(F)F)Cl